NC1CCN(CC1)CCOC1=CC2=C(C(C=C(O2)C2=CC=CC=C2)=O)C(=C1OC)O 7-(2-(4-aminopiperidin-1-yl)ethoxy)-5-hydroxy-6-methoxy-2-phenyl-4H-benzopyran-4-one